6-(6-chloro-pyridin-2-yl)-N-oxetan-3-yl-N'-(2-trifluoromethyl-pyridin-4-yl)-[1,3,5]Triazine-2,4-diamine ClC1=CC=CC(=N1)C1=NC(=NC(=N1)NC1COC1)NC1=CC(=NC=C1)C(F)(F)F